C(C)OC(=O)C1=NN(C=2C(CCCC12)=O)C1=NC=CN=C1 7-oxo-1-(pyrazin-2-yl)-4,5,6,7-tetrahydro-1H-indazole-3-carboxylic acid ethyl ester